COC1=CC=C(C=C1)CNC=1N=CC2=C(N1)CNCC2 {[(4-methoxyphenyl)methyl]amino}-5,6,7,8-tetrahydropyrido[3,4-d]pyrimidin